8-(3-chloro-4-methoxyphenyl)-1,4-dioxaspiro[4.5]dec-7-ene ClC=1C=C(C=CC1OC)C1=CCC2(OCCO2)CC1